4-((1R,5S)-3,8-diazabicyclo[3.2.1]octan-3-yl)-8-fluoro-2-(2-(1-methyl-1H-imidazol-2-yl)ethoxy)-7-(naphthalen-1-yl)pyrido[4,3-d]pyrimidine [C@H]12CN(C[C@H](CC1)N2)C=2C1=C(N=C(N2)OCCC=2N(C=CN2)C)C(=C(N=C1)C1=CC=CC2=CC=CC=C12)F